C1OCC12CC(C2)OC2=CC(=C(C=C2)C=2N(C1=NC=NC(=C1N2)OC2(CC2)C)CC2=NC=CC(=C2)C)Cl 8-(4-((2-oxaspiro[3.3]heptan-6-yl)oxy)-2-chlorophenyl)-6-(1-methylcyclopropoxy)-9-((4-methylpyridin-2-yl)methyl)-9H-purine